NCCN1CCN(CC1)C(=O)OC(C)(C)C 4-(2-aminoethyl)-1-t-butoxycarbonylpiperazine